O-(2,4-dimethylbenzyl)hydroxyamine hydrochloride Cl.CC1=C(CON)C=CC(=C1)C